4-((4-(anthracene-9-yl)phenyl)(4-bromophenyl)amino)benzaldehyde C1=CC=CC2=CC3=CC=CC=C3C(=C12)C1=CC=C(C=C1)N(C1=CC=C(C=O)C=C1)C1=CC=C(C=C1)Br